COCCOC1=C(C=C2C(=N1)NC=C2)OC2=C(C(=O)N)C=CC=C2 2-((6-(2-methoxyethoxy)-1H-pyrrolo[2,3-b]pyridin-5-yl)oxy)benzamide